C(C)(C)(C)NC(C(=O)N1[C@H](CN([C@H](C1)C)C(=O)C=1NC2=CC=CC=C2C1)C)=O |&1:12| N-tert-butyl-2-[(2S,SR)-4-(1H-indole-2-carbonyl)-2,5-dimethylpiperazin-1-yl]-2-oxoacetamide